3-(4-ethylpiperazin-1-yl)propionitrile C(C)N1CCN(CC1)CCC#N